4-(4-(3,8-diazabicyclo[3.2.1]octan-3-yl)-8-fluoro-2-((3-(methoxymethyl)tetrahydro-1H-pyrrolizin-7a(5H)-yl)methoxy)-6-(trifluoromethyl)quinazolin-7-yl)-7-fluorobenzo[d]thiazol-2-amine C12CN(CC(CC1)N2)C2=NC(=NC1=C(C(=C(C=C21)C(F)(F)F)C2=CC=C(C1=C2N=C(S1)N)F)F)OCC12CCCN2C(CC1)COC